ClC1=C(C=C2CCNCC2=C1)NC1=NC=C(C(=N1)C1=CC(=C(S1)C1CCS(CC1)(=O)=O)S(=O)(=O)C)C(F)(F)F 4-(5-(2-((7-chloro-1,2,3,4-tetrahydroisoquinolin-6-yl)amino)-5-(trifluoromethyl)pyrimidin-4-yl)-3-(methylsulfonyl)thiophen-2-yl)tetrahydro-2H-thiopyran 1,1-dioxide